methyl-1,2,4-triazine-3,5(2H,4H)-dione CN1N=CC(NC1=O)=O